ClC1=CC(=NC=C1)CNC1=C2N=CN(C2=NC(=N1)C=1C=NC=C(C1)F)[C@H]1[C@@H]([C@@H]([C@H](O1)C(=O)NCC)O)O (2S,3S,4R,5R)-5-(6-(((4-chloropyridin-2-yl)methyl)amino)-2-(5-fluoropyridin-3-yl)-9H-purin-9-yl)-N-ethyl-3,4-dihydroxyltetrahydrofuran-2-formamide